(hydroxymethyl) phosphate sulfate S(=O)(=O)(O)O.P(=O)(OCO)(O)O